[Si](C)(C)(C(C)(C)C)OCC12C=C(CC(C(C1[2H])[2H])(O2)CO[Si](C)(C)C(C)(C)C)C2=CC=C(C(=N2)C2=CCC(CC2)(C)C)N 6-[1,5-bis[[tert-butyl(dimethyl)silyl]oxymethyl]-6,7-dideuterio-8-oxabicyclo[3.2.1]oct-2-en-3-yl]-2-(4,4-dimethylcyclohexen-1-yl)pyridin-3-amine